[C@H]12COC[C@H](CC(C1)OC=1C(=CC(=NC1)C)C1=CC=3N(C=C1)N=C(C3)NC=3C=C(C(=O)NC)C=CN3)N2 2-((5-(5-(((1R,5S,7s)-3-oxa-9-azabicyclo[3.3.1]nonan-7-yl)oxy)-2-methylpyridin-4-yl)pyrazolo[1,5-a]pyridin-2-yl)amino)-N-methylisonicotinamide